O[C@H]1C[C@@H](N(C1)C(=O)OC(C)(C)C)C(=O)OC O1-tert-butyl O2-methyl (2R,4S)-4-hydroxypyrrolidine-1,2-dicarboxylate